C[C@@]1(N(C[C@@H](C1)OC(F)F)C(CNC(=O)C1=CC2=C(SC3=C2C=CC=C3)C=C1)=O)C(=O)OCC=1C=NC(=C(C1)F)C(F)F [6-(difluoromethyl)-5-fluoropyridin-3-yl]methanol methyl-(2S,4R)-1-((dibenzo[b,d]thiophene-2-carbonyl)glycyl)-4-(difluoromethoxy)pyrrolidine-2-carboxylate